3,4-Dichloro-10-(1H-pyrazol-4-yl)-8-(1H-tetrazol-5-yl)-6,7,8,9-tetrahydropyrido[1,2-a]indole ClC1=CC=C2C(=C3N(C2=C1Cl)CCC(C3)C3=NN=NN3)C=3C=NNC3